COC1=CC=C(C=C1)N1CC(C1)CO (1-(4-methoxyphenyl)azetidin-3-yl)methanol